N-[1-[5-fluoro-2-[[1-(2-hydroxy-2-methyl-propyl)pyrazol-4-yl]amino]pyrimidin-4-yl]-3-methyl-indol-5-yl]prop-2-enamide FC=1C(=NC(=NC1)NC=1C=NN(C1)CC(C)(C)O)N1C=C(C2=CC(=CC=C12)NC(C=C)=O)C